C(C)(C)(C)C1=CC=C(CNC(=O)C=2N(C3=CC=C(C=C3C2)NC(C2=C(C=CC(=C2)CNC(C(C)C)=O)Cl)=O)C)C=C1 N-(4-(tert-butyl)benzyl)-5-(2-chloro-5-(isobutyrylaminomethyl)benzoylamino)-1-methyl-1H-indole-2-carboxamide